C(C(CO)C1=CC=CC=C1)(=O)O.C(C)(=O)NCCSCCN 2-β-acetamidoethylthioethylamine tropate